O=C1NC2=CC(=CC=C2C1)C(=O)[O-] 2-OXO-2,3-DIHYDRO-1H-INDOLE-6-CARBOXYLATE